C(C)(C)(C)C=1C=C(C=C(C1)C1CC1)CN(C1=C(C=C(C(=O)O)C=C1)OC)C(CN(CC=1C=NC=CC1C(F)(F)F)S(=O)(=O)C1=C(C(=C(C(=C1)F)F)F)F)=O 4-[(3-tert-butyl-5-cyclopropyl-phenyl)methyl-[2-[(2,3,4,5-tetrafluorophenyl)sulfonyl-[[4-(trifluoromethyl)-3-pyridyl]methyl]amino]acetyl]amino]-3-methoxy-benzoic acid